BrC=1C=NN2C1N=C(N=C2NCC2=CC=C(C=C2)C2=NC=CC=C2)SC 8-bromo-2-(methylthio)-N-(4-(pyridin-2-yl)benzyl)pyrazolo[1,5-a][1,3,5]triazin-4-amine